CN1N=C(C=C1C)NC1=NC=C(C(=N1)C1=CNC2=C(C=CC=C12)NC(CN1C[C@H](CC1)OC1=NC(=CN=C1)NCC)=O)C (S)-N-(3-(2-((1,5-dimethyl-1H-pyrazol-3-yl)amino)-5-methylpyrimidin-4-yl)-1H-indol-7-yl)-2-(3-((6-(ethylamino)pyrazin-2-yl)oxy)pyrrolidin-1-yl)acetamide